N-[5-Bromo-2-[4-(trifluoromethoxy)phenyl]-1,2,4-triazol-3-yl]cyclopropanesulfonamid BrC=1N=C(N(N1)C1=CC=C(C=C1)OC(F)(F)F)NS(=O)(=O)C1CC1